5-(3-methoxyphenyl)furan-3-carboxylic acid COC=1C=C(C=CC1)C1=CC(=CO1)C(=O)O